FC1(CCC(CC1)N(C(OC(C)(C)C)=O)CCCCC(C=C)O)F tert-Butyl (4,4-difluorocyclohexyl)(5-hydroxyhept-6-en-1-yl)carbamate